C[C@@H]1CC[C@H](CC1)NC1=NC=CC(=C1)C=1C=C2C=NNC2=CC1 5-{2-[(Trans-4-methylcyclohexyl)amino]pyridin-4-yl}-1H-indazol